NCC1=C(OC=2C=CC(=C(C2)C2=NNC=C2NC(=O)C=2C=NN3C2N=CC=C3)OC(F)F)C=CC=C1 N-[3-[5-[2-(aminomethyl)phenoxy]-2-(difluoromethoxy)phenyl]-1H-pyrazol-4-yl]pyrazolo[1,5-a]pyrimidine-3-carboxamide